CC=1N=C(NC1C)C1=NC=CC(=C1)C=1C=NC=C(C1)C(=O)N1CC(CC1)CCO (2'-(4,5-Dimethyl-1H-imidazol-2-yl)-3,4'-bipyridin-5-yl)(3-(2-hydroxyethyl)pyrrolidin-1-yl)methanon